C(C=C)[Si](C)(C)OC1=CC=CC=C1 allyl-(phenoxy)(dimethyl)silane